tert-butyl (S)-5-(4-(1-(2-(ethyl(isopropyl)-carbamoyl)-4-fluorophenyl)-2-methyl-1H-pyrrolo[2,3-c]pyridine-3-carbonyl)piperidine-1-carbonyl)-2,2-dimethylpyrrolidine-1-carboxylate C(C)N(C(=O)C1=C(C=CC(=C1)F)N1C(=C(C=2C1=CN=CC2)C(=O)C2CCN(CC2)C(=O)[C@@H]2CCC(N2C(=O)OC(C)(C)C)(C)C)C)C(C)C